diethylsulfoxide C(C)S(=O)CC